NC1=C(C=C(C=C1)C=1C=C(C(N(C1)C)=O)C)NCC(C)OC 5-[4-amino-3-(2-methoxypropylamino)phenyl]-1,3-dimethyl-pyridin-2-one